(6R,8aS)-6-[8-Amino-5-fluoro-1-(4-{(1R)-1-hydroxy-1-[3-(trifluoromethyl)phenyl]ethyl}phenyl)-imidazo[1,5-a]pyrazin-3-yl]-2,2-dimethylhexahydroindolizin-3(2H)-on NC=1C=2N(C(=CN1)F)C(=NC2C2=CC=C(C=C2)[C@](C)(C2=CC(=CC=C2)C(F)(F)F)O)[C@H]2CN1C(C(C[C@@H]1CC2)(C)C)=O